methyl-2'-oxo-4,5-dihydro-2H-spiro[furan-3,3'-indoline]-6'-carboxylic acid methyl ester COC(=O)C1=CC=C2C3(C(N(C2=C1)C)=O)COCC3